C(CCC)(=O)NC1=NC=CC(=C1)CN1CCN(C2CC12)C=1C=CC(=NC1F)C(=O)NC 5-(5-((2-butyramidopyridin-4-yl)methyl)-2,5-diazabicyclo[4.1.0]heptan-2-yl)-6-fluoro-N-methylpicolinamide